O1CCC12CN(C2)S(=O)(=O)C2=CC(=CS2)C(=O)N2CC1(C3=CC(=CC=C23)Br)CCC2(CC1)CC2 (5-((1-oxa-6-azaspiro[3.3]heptan-6-yl)sulfonyl)thiophen-3-yl)(5''-bromodispiro[cyclopropane-1,1'-cyclohexane-4',3''-indolin]-1''-yl)methanone